ClC1=NC=CN=C1 2-chloropyrazine